(cyclopropylmethyl)-4-(1-(6-methoxypyridin-3-yl)ethoxy)-2-methyl-5,6,7,8-tetrahydropyrido[4,3-d]pyrimidine C1(CC1)CC1NCCC=2N=C(N=C(C21)OC(C)C=2C=NC(=CC2)OC)C